1-cyclopropyl-6-(4-(3-methoxypyrrolidin-1-yl)pyrrolo[2,1-f][1,2,4]triazin-5-yl)-2-methyl-1H-imidazo[4,5-b]pyridine C1(CC1)N1C(=NC2=NC=C(C=C21)C=2C=CN1N=CN=C(C12)N1CC(CC1)OC)C